N-adenineacetyl-L-glutamic acid N1=C(N=C2N=CNC2=C1N)CC(=O)N[C@@H](CCC(=O)O)C(=O)O